cis-N-(4-Fluorophenyl)-2-(4-phenylcyclohexyl)acetamide FC1=CC=C(C=C1)NC(C[C@@H]1CC[C@@H](CC1)C1=CC=CC=C1)=O